2-amino-6-(trifluoromethyl)pyrazine NC1=NC(=CN=C1)C(F)(F)F